3,6,9,15-tetraazabicyclo[9.3.1]pentadecanone C12C(NCCNCCNCC(CCC1)N2)=O